O(CCOCCC(=O)O)CCOCCC(=O)O 3'-[oxybis(ethane-2,1-diyloxy)]dipropionic acid